(4-cyclopropyl-1H-imidazol-1-yl)-2-fluoro-N-(6-(4-isopropyl-4H-1,2,4-triazole-3-yl)pyridine-2-yl)-4-methylbenzamide C1(CC1)C=1N=CN(C1)C=1C(=C(C(=O)NC2=NC(=CC=C2)C2=NN=CN2C(C)C)C=CC1C)F